1-(isoquinolin-8-yl)ethanone C1=NC=CC2=CC=CC(=C12)C(C)=O